3,5,7-Triaza-1-azoniatricyclo(3.3.1.13,7)decane [NH+]12CN3CN(CN(C1)C3)C2